3-(2-aminoethyl)-2-methoxyaniline acetate C(C)(=O)O.NCCC=1C(=C(N)C=CC1)OC